CC1=C(C=CC=C1C=1C=C2CN(CC2=CC1)CCO)C1=C(C=CC=C1)C 2-(5-(2,2'-dimethyl-[1,1'-biphenyl]-3-yl)isoindolin-2-yl)ethan-1-ol